[Cl-].C1(=CC=CC=C1)[N+]1=CC(=CC=C1)C(=O)N 1-phenylpyridin-1-ium-3-carboxamide chloride